Cl.Cl.FC(COC([C@H](CC1=CC=C(C=C1)C1=CC=NC=C1)N)=O)(F)F.C[C@]12CC3(CC(C[C@@](C1)(C3)C)C2)NC(NC2=CC=C(C(=O)NCC(=O)NO)C=C2)=O 4-(3-((1r,3r,5s,7r)-3,5-dimethyladamantan-1-yl)ureido)-N-(2-(hydroxyamino)-2-oxoethyl)benzamide 2,2,2-Trifluoroethyl-(S)-2-amino-3-(4-(pyridin-4-yl)phenyl)propanoate dihydrochloride